ClC1=C(C=CC(=C1)N1N=NC(=C1)C(O)C1=C(N=CC=2N1C=NC2)C2CC2)O 2-chloro-4-{4-[(6-cyclopropyl-imidazo[1,5-a]pyrazin-5-yl)-hydroxy-methyl]-[1,2,3]triazol-1-yl}-phenol